(7-acryloyl-4,7-diazaspiro[2.5]octan-4-yl)-7-(2-fluorophenyl)-1-(2-isopropyl-4-methylpyridin-3-yl)-2-oxo-1,2-dihydropyrido[2,3-d]pyrimidine-6-carbonitrile C(C=C)(=O)N1CCN(C2(CC2)C1)C=1C2=C(N(C(N1)=O)C=1C(=NC=CC1C)C(C)C)N=C(C(=C2)C#N)C2=C(C=CC=C2)F